1-methyl-4-methoxybenzimidazole CN1C=NC2=C1C=CC=C2OC